CC(CC(=O)O)CCCC(=C)C 3,7-dimethyl-7-octenoic acid